FC=1C=C(C=CC1)N1N=C(C(=C1)C(=O)C1=CC=CC=C1)C(=O)C1=CC=CC=C1 (1-(3-fluorophenyl)-1H-pyrazole-3,4-diyl)bis(phenylmethanone)